2-(2-chloro-5-(trifluoromethyl)thiazol-4-yl)propan-2-ol ClC=1SC(=C(N1)C(C)(C)O)C(F)(F)F